N[C@@H]1C2=CC=CC=C2CC12CCN(CC2)C=2NC(C1=C(N2)NN=C1C1(CC1)C1=CC2=C(OCO2)C=C1)=O (S)-6-(1-amino-1,3-dihydrospiro[indene-2,4'-piperidin]-1'-yl)-3-(1-(benzo[d][1,3]dioxol-5-yl)cyclopropyl)-1,5-dihydro-4H-pyrazolo[3,4-d]pyrimidin-4-one